C1(CC1)NC(C1=NC(=C(C=C1)N1CCN(CC1)CC1=CC(=NC=C1)NS(NCC)(=O)=O)F)=O N-cyclopropyl-5-(4-((2-((N-ethylsulfamoyl)amino)pyridin-4-yl)methyl)piperazin-1-yl)-6-fluoropicolinamide